C12(CC3CC(CC(C1)C3)C2)CN2N=CC(=C2C)C=2C(=NC(=CC2)N(C)C=2N=NC(=C(C2)C)NC=2SC3=C(N2)C=CC=C3)C(=O)O 3-{1-[(adamantan-1-yl)methyl]-5-methyl-1H-pyrazol-4-yl}-6-({6-[(1,3-benzothiazol-2-yl)amino]-5-methylpyridazin-3-yl}(methyl)amino)pyridine-2-carboxylic acid